ClC1=CC(=C(C=C1)C1(OC2=C(O1)C=CC=C2C2CCN(CC2)CC2N(CC2CN2CN(C=C2)C(C(=O)OCC)=C)S(=O)(=O)C)C)F ethyl ((E)-3-(2-((4-(2-(4-chloro-2-fluorophenyl)-2-methylbenzo[d][1,3]dioxol-4-yl)piperidin-1-yl)methyl)-1-((methylsulfonyl)azetidin-3-yl)methyl)-1H-imidazol-1-yl)acrylate